N-(2-furan-2-yl-phenyl)-3-trifluoromethyl-benzenesulfonamide O1C(=CC=C1)C1=C(C=CC=C1)NS(=O)(=O)C1=CC(=CC=C1)C(F)(F)F